[2-(bromomethyl)cyclopropyl]methyl nonyl hydrogen phosphate P(=O)(OCC1C(C1)CBr)(OCCCCCCCCC)O